ClC=1C=C(CN2CC3C(C2)CN(C3)C(=O)N3N=C(C=C3)NC(C)=O)C=C(C1)C(F)(F)F N-(1-(5-(3-Chloro-5-(trifluoromethyl)benzyl)octahydropyrrolo[3,4-c]pyrrole-2-carbonyl)-1H-pyrazol-3-yl)acetamide